FC1=NN(C=C1[N+](=O)[O-])C(C(=O)NCC(F)(F)F)CC 2-(3-fluoro-4-nitro-pyrazol-1-yl)-N-(2,2,2-trifluoroethyl)butanamide